8,9-dimethyl-7-(3-(4-(trifluoromethyl)pyridin-3-yl)-7,8-dihydro-naphthyridin-6(5H)-yl)-4H-pyrimido[1,2-b]pyridazin-4-one CC1=C(C=2N(N=C1C1CC=3C=C(C=NC3NC1)C=1C=NC=CC1C(F)(F)F)C(C=CN2)=O)C